COC=1C=C2CCN3C(C2=CC1C=1N=NN(N1)C)=C(N=C3C(=O)N3[C@](CCC3)(C#N)C)CCC (R)-1-(8-methoxy-9-(2-methyl-2H-tetrazol-5-yl)-1-propyl-5,6-dihydroimidazo[5,1-a]isoquinoline-3-carbonyl)-2-methylpyrrolidine-2-carbonitrile